FC1=C2C(C=C(NC2=CC(=C1)F)C1=C(C#N)C=CC(=C1)S(=O)(=O)C)=O (5,7-difluoro-4-oxo-1,4-dihydroquinolin-2-yl)-4-(methylsulfonyl)benzonitrile